3-(4-amino-3-nitrophenylethyl)-2-(1-(4-bromophenyl)-3-(4-fluorophenyl)-1H-pyrazol-4-yl)-5-methyloxazolidin-4-one NC1=C(C=C(C=C1)CCN1C(OC(C1=O)C)C=1C(=NN(C1)C1=CC=C(C=C1)Br)C1=CC=C(C=C1)F)[N+](=O)[O-]